N-(7-((2S,3S,4R,5R)-4-((tert-butyldimethylsilyl)oxy)-5-(((tert-butyldimethylsilyl)oxy)methyl)-5-cyano-3-fluorotetrahydrofuran-2-yl)thieno[3,2-d]pyrimidin-4-yl)benzamide [Si](C)(C)(C(C)(C)C)O[C@H]1[C@H]([C@@H](O[C@]1(C#N)CO[Si](C)(C)C(C)(C)C)C1=CSC2=C1N=CN=C2NC(C2=CC=CC=C2)=O)F